C(C)(=O)N1CC2(CN(C2)C(=O)[C@@H]2C(C2)(C)C)[C@@H](C1)C(=O)N[C@H](C(=O)N1CCOCC1)[C@@H](C)OCC1CCCCC1 (S)-6-acetyl-N-((2S,3R)-3-(cyclohexylmethoxy)-1-morpholino-1-oxobutan-2-yl)-2-((S)-2,2-dimethylcyclopropane-1-carbonyl)-2,6-diazaspiro[3.4]octane-8-carboxamide